((2r,5r)-5-(8-amino-1-(2-fluoro-4-phenoxyphenyl)imidazo[1,5-a]pyrazin-3-yl)tetrahydro-2H-pyran-2-yl)methanol NC=1C=2N(C=CN1)C(=NC2C2=C(C=C(C=C2)OC2=CC=CC=C2)F)[C@H]2CC[C@@H](OC2)CO